dibenzoyl-pyran C(C1=CC=CC=C1)(=O)C=1C(OC=CC1)C(C1=CC=CC=C1)=O